ClCC1=NC(=NC(=N1)N)N 2-(chloromethyl)-1,3,5-triazine-4,6-diamine